4,6-dichloro-1,3-dimethyl-1,3-dihydro-2H-imidazo[4,5-c]pyridin-2-one ClC1=NC(=CC2=C1N(C(N2C)=O)C)Cl